ClC1=CC2=C(N(C(N=C2N2[C@H](CN(CC2)C(=O)OC(C)(C)C)C)=O)C=2C(=NC=NC2C(C)C)C(C)C)N=C1Cl (S)-tert-Butyl 4-(6,7-dichloro-1-(4,6-diisopropylpyrimidin-5-yl)-2-oxo-1,2-dihydropyrido[2,3-d]pyrimidin-4-yl)-3-methylpiperazine-1-carboxylate